(1S,2S)-2-fluoro-N-(5-(2-methyl-1H-pyrrolo[2,3-b]pyridin-5-yl)pyrazolo[1,5-a]pyridin-2-yl)cyclopropane-1-carboxamide F[C@@H]1[C@@H](C1)C(=O)NC1=NN2C(C=C(C=C2)C=2C=C3C(=NC2)NC(=C3)C)=C1